[Br].C(=C)N1CN(C=C1)CC 1-vinyl-3-ethylimidazole bromine salt